(3'R,11a'S)-N-(2,4-difluorophenyl)-6'-hydroxy-3'-methyl-5',7'-dioxo-5',7',11',11a'-tetrahydro-3'H-spiro[cyclopentane-1,2'-oxazolo[3,2-a]pyrido[1,2-d]pyrazine]-8'-carboxamide FC1=C(C=CC(=C1)F)NC(=O)C=1C(C(=C2N(C[C@H]3N(C2=O)[C@@H](C2(O3)CCCC2)C)C1)O)=O